[O-]CC.[Na+].ClC1=NC=CC(=C1[N+](=O)[O-])C=C(C(=O)OCC)O Ethyl 3-(2-chloro-3-nitropyridin-4-yl)-2-hydroxyacrylate Sodium ethoxide